tert-butyl (R)-2-(4-(4-(3-acetamidoprop-1-yn-1-yl)phenyl)-2,3,9-trimethyl-6H-thieno[3,2-f][1,2,4]triazolo[4,3-a][1,4]diazepin-6-yl)acetate C(C)(=O)NCC#CC1=CC=C(C=C1)C1=N[C@@H](C=2N(C3=C1C(=C(S3)C)C)C(=NN2)C)CC(=O)OC(C)(C)C